C1(CC1)COC1=NC(=NC(=C1)C)C1=CC(=C(C(=C1)F)N1CCC(CC1)CC(=O)O)F 2-[1-[4-[4-(cyclopropylmethoxy)-6-methyl-pyrimidin-2-yl]-2,6-difluoro-phenyl]-4-piperidinyl]acetic acid